5-chloro-N-[4-(4-chlorothien-2-yl)-1,3-thiazol-2-yl]pyrazine-2-carboxamide Tin-antimony [Sb].[Sn].ClC=1N=CC(=NC1)C(=O)NC=1SC=C(N1)C=1SC=C(C1)Cl